tert-butyl (R)-3-((3-bromothieno[3,2-c]pyridin-4-yl)amino)piperidine-1-carboxylate BrC1=CSC2=C1C(=NC=C2)N[C@H]2CN(CCC2)C(=O)OC(C)(C)C